FC1=CC(=CC2=CN(N=C12)C)C=1C=CC2=CN(N=C2C1)C1CCNCC1 7-fluoro-2-methyl-5-[2-(4-piperidyl)indazol-6-yl]indazole